C(C(C)C)C1=CC=C(C(=C1)C1=CC=C(C=C1)CN1C(=NC=C1)C(C)C)S(=O)(=O)NC1=NC=CC=N1 5-isobutyl-4'-((2-isopropyl-1H-imidazol-1-yl)methyl)-N-(pyrimidin-2-yl)-[1,1'-biphenyl]-2-sulfonamide